2-[4-(phenylmethyloxy)-3-methoxyphenyl]-N-[3-(1,4-dioxaspiro[4.5]dec-7-en-8-yl)phenyl]acetamide C1(=CC=CC=C1)COC1=C(C=C(C=C1)CC(=O)NC1=CC(=CC=C1)C1=CCC2(OCCO2)CC1)OC